ethyl-7H-pyrrolo[2,3-d]pyrimidin-4-amine C(C)C=1N=C(C2=C(N1)NC=C2)N